N-((1r,4S)-4-hydroxy-4-(trifluoromethyl)cyclohexyl)-2,5-dimethylpiperidine-4-carboxamide OC1(CCC(CC1)NC(=O)C1CC(NCC1C)C)C(F)(F)F